4-Chloropyridinecarboxylic acid methyl ester COC(=O)C1=NC=CC(=C1)Cl